dihydro-5H-pyrrolo[1,2-b][1,2,4]triazole-2-carboxamide N1C=2N(NC1C(=O)N)CCC2